C(C1=CC=CC(=N1)C1CNCCO1)([2H])([2H])[2H] 2-(6-(Methyl-d3)pyridin-2-yl)morpholine